COC1=C(C=C(C(=C1)\C=C(/CC)\[N+](=O)[O-])OC)SC (E)-(2,5-dimethoxy-4-(2-nitrobut-1-en-1-yl)phenyl)(methyl)sulfane